FC(C1=C(C=CC=C1)S(=O)(=O)N)(F)F o-trifluoromethylbenzenesulfonamide